2-(3'-(10-methylphenazin-5(10H)-yl)-[1,1'-biphenyl]-2-yl)benzo[d]thiazole CN1C2=CC=CC=C2N(C=2C=CC=CC12)C=1C=C(C=CC1)C1=C(C=CC=C1)C=1SC2=C(N1)C=CC=C2